ClC1=NC(=NC(=C1C1OCCO1)Cl)OC 4,6-dichloro-5-(1,3-dioxolan-2-yl)-2-methoxypyrimidine